trifluoromethanesulfonylvalinate FC(S(=O)(=O)N[C@@H](C(C)C)C(=O)[O-])(F)F